(-)-(2R)-methyl 2-amino-3-(3-(1-ethoxyethyl)-5-fluorobenzamido)propanoate N[C@@H](C(=O)OC)CNC(C1=CC(=CC(=C1)F)C(C)OCC)=O